4-[(2-cyclohexylethyl)amino]-2-[(1-methyl-1H-pyrazol-4-yl)amino]pyrimidin-5-carboxamide C1(CCCCC1)CCNC1=NC(=NC=C1C(=O)N)NC=1C=NN(C1)C